1-(3-chloro-4-(pyridin-2-ylmethoxy)phenyl)-3-(1,2,5,6-tetrahydropyridin-3-yl)-1H-pyrazolo[4,3-d]pyrimidin-7-amine ClC=1C=C(C=CC1OCC1=NC=CC=C1)N1N=C(C=2N=CN=C(C21)N)C=2CNCCC2